ClS1C[C@H](CN2C(N=C(C3=CC(=CC1=C23)C(F)(F)F)O)=O)N2C(C3=CC=CC=C3C2)=O (S)-l-1-chloro-8-hydroxy-3-(1-oxoisoindolin-2-yl)-10-(trifluoromethyl)-3,4-dihydro-[1,4]thiazepino[2,3,4-ij]quinazolin-6(2H)-one